ClC1=CC=C(C=C1)C1CC(CO1)C1=NOC(=N1)CN1C(=NC=2N=CN(C2C1=O)C)[2H] 1-[[3-[5-(4-chlorophenyl)tetrahydrofuran-3-yl]-1,2,4-oxadiazol-5-yl]methyl]-2-deuterio-7-methyl-purin-6-one